NC1=CC=C(C=N1)/C=C/C(=O)NCC=1OC2=C(C1)C=C(C=C2C(F)(F)F)C2=NC=C(C(=O)N1CCN(CC1)C(=O)OC(C)(C)C)C=C2 (E)-tert-Butyl 4-(6-(2-((3-(6-aminopyridin-3-yl)acrylamido)methyl)-7-(trifluoromethyl)benzofuran-5-yl)nicotinoyl)piperazine-1-carboxylate